5-(6-chloro-1H-pyrrolo[2,3-b]pyridin-3-yl)-N-(pyridin-3-yl)pyrazolo[1,5-a]pyridine-3-carboxamide ClC1=CC=C2C(=N1)NC=C2C2=CC=1N(C=C2)N=CC1C(=O)NC=1C=NC=CC1